dithiocarbamate ruthenium [Ru+3].C(N)([S-])=S.C(N)([S-])=S.C(N)([S-])=S